2-((1-(2-(4,4-dimethylpiperidin-1-yl)-6-methyl-4-oxo-4H-chromen-8-yl)ethyl)amino)-4,5-difluorobenzoic acid CC1(CCN(CC1)C=1OC2=C(C=C(C=C2C(C1)=O)C)C(C)NC1=C(C(=O)O)C=C(C(=C1)F)F)C